N-(2-CHLORO-6-METHYLPHENYL)-2-((6-(4-(6-(2-(2-((4-(2,6-DIOXOPIPERIDIN-3-YL)PHENYL)AMINO)-2-OXOETHOXY)ETHOXY)HEXYL)PIPERAZIN-1-YL)-2-METHYLPYRIMIDIN-4-YL)AMINO)THIAZOLE-5-CARBOXAMIDE ClC1=C(C(=CC=C1)C)NC(=O)C1=CN=C(S1)NC1=NC(=NC(=C1)N1CCN(CC1)CCCCCCOCCOCC(=O)NC1=CC=C(C=C1)C1C(NC(CC1)=O)=O)C